C(C)(C)C=1C(=NNC1C=1C=C(C=2N(C1)N=CN2)OC)C=2SC(=C(N2)C)C2CCN(CC2)CCS(=O)(=O)C 2-(4-isopropyl-5-(8-methoxy-[1,2,4]triazolo[1,5-a]pyridin-6-yl)-1H-pyrazol-3-yl)-4-methyl-5-(1-(2-(methylsulfonyl)ethyl)piperidin-4-yl)thiazole